2-ethyl-3-oxopiperidine-1-carboxylic acid tert-butyl ester C(C)(C)(C)OC(=O)N1C(C(CCC1)=O)CC